N-(6-cyano-5-(2-(4-(trifluoromethyl)cyclohexyl)vinyl)pyridin-3-yl)-2-(hydroxymethyl)acrylamide C(#N)C1=C(C=C(C=N1)NC(C(=C)CO)=O)C=CC1CCC(CC1)C(F)(F)F